2-[2-fluoro-4-[2-(hydroxy-methyl)pyrrolidine-1-carbonyl]phenyl]-4-[[5-(4-hydroxy-1-piperidyl)-2-pyridyl]amino]-6H-1,6-naphthyridin-5-one FC1=C(C=CC(=C1)C(=O)N1C(CCC1)CO)C1=NC=2C=CNC(C2C(=C1)NC1=NC=C(C=C1)N1CCC(CC1)O)=O